4-((S)-2-Amino-3-hydroxy-2-methylpropanoyl)-N-(1-(4-(((trans-4-aminocyclohexyl)(methyl)amino)methyl)phenyl)-2-oxo-1,2-dihydropyrimidin-4-yl)piperazine-1-carboxamide hydrochloride salt Cl.N[C@](C(=O)N1CCN(CC1)C(=O)NC1=NC(N(C=C1)C1=CC=C(C=C1)CN(C)[C@@H]1CC[C@H](CC1)N)=O)(CO)C